C(C)(C)(C)OC(=O)N1CC=2N(CC1)C(=CC2)C(=O)O 2-tert-butoxycarbonyl-3,4-dihydro-1H-pyrrolo[1,2-a]pyrazine-6-carboxylic acid